N-[(2S)-2-hydroxy-2-(3-pyridyl)ethyl]-N-propyl-2-[5-(trifluoromethoxy)-2-pyridyl]acetamide O[C@H](CN(C(CC1=NC=C(C=C1)OC(F)(F)F)=O)CCC)C=1C=NC=CC1